OC=1C(=NC=CC1OC)C(=O)N[C@@H](C)C(=O)O[C@@H](C)[C@@H](C)C1=C(C=CC=C1)C (2S,3S)-3-(o-tolyl)butan-2-yl (3-hydroxy-4-methoxypicolinoyl)-L-alaninate